COC(=O)C1=NC(=NC(=C1)OC)N(CC1=CC=C(C=C1)OC)CC1=CC=C(C=C1)OC 2-[bis[(4-methoxyphenyl)methyl]amino]-6-methoxy-pyrimidine-4-carboxylic acid methyl ester